CC1=C(C(=O)N2CCC(CC2)C2=CC=C(C#N)C=C2)C=C(C(=C1)C)C1=NC2=C(C(NC=C2)=O)N1 4-(1-(2,4-dimethyl-5-(4-oxo-4,5-dihydro-3H-imidazo[4,5-c]pyridin-2-yl)benzoyl)piperidin-4-yl)benzonitrile